Cl.FC=1C=C(C(=O)N2CCN(CC2)C(=O)C2=CC(=C(C=C2)O[C@@H]2CNCC2)C2CCC(CC2)C)C=C(C1)N1CCNCC1 (S)-(4-(3-fluoro-5-(piperazin-1-yl)benzoyl)piperazin-1-yl)(3-(4-methylcyclohexyl)-4-(pyrrolidin-3-yloxy)phenyl)methanone Hydrochloride